Dimethyl-(4-(4,4,5,5-tetramethyl-1,3,2-dioxaborolan-2-yl)phenyl)phosphine oxide CP(C1=CC=C(C=C1)B1OC(C(O1)(C)C)(C)C)(C)=O